FC1=CC=C(C=C1)N(C(=O)C1(CC1)C(=O)N)C1=CC=C(C=C1)OC1=CC=NC2=CC(=C(C=C12)OC)I N-(4-Fluorophenyl)-N-(4-((7-iodo-6-methoxyquinolin-4-yl)oxy)phenyl)cyclopropane-1,1-dicarboxamide